NC=1N=NC(=CC1NC12CC(C1)(C2)C(=O)NC)C2=C(C=CC=C2)O 3-([3-amino-6-(2-hydroxyphenyl)pyridazin-4-yl]amino)-N-methylbicyclo[1.1.1]pentane-1-carboxamide